methyl 5-fluoro-6-((1-phenylcyclopropyl)amino)nicotinate FC=1C(=NC=C(C(=O)OC)C1)NC1(CC1)C1=CC=CC=C1